3-(1'-((7-fluoro-1H-indazol-4-yl)methyl)-6-oxo-6,8-dihydro-2H,7H-spiro[furo[2,3-e]isoindole-3,4'-piperidin]-7-yl)piperidine-2,6-dione FC=1C=CC(=C2C=NNC12)CN1CCC2(CC1)COC1=C3CN(C(C3=CC=C12)=O)C1C(NC(CC1)=O)=O